C(CCCCCCC)OC(=O)C(C)[SiH](C(Br)Br)CCCCCCCCCOC(C=CC1(N=CC=N1)C)=O 1-octyloxycarbonylethyl-2-methylimidazoleacryloyloxynonyl-dibromomethylsilane